C(OC(C)C)(OCCC)=O methylethyl propyl carbonate